CC1(OC2=CC(=CC=C2C(C1)=O)C1=CNC=2N=C(N=CC21)C=2C=C1C=CC=NC1=CC2)C 2,2-dimethyl-7-(2-(quinolin-6-yl)-7H-pyrrolo[2,3-d]pyrimidin-5-yl)chroman-4-one